tert.butyldimethylsilyl ether C(C)(C)(C)[Si](C)(C)O[Si](C(C)(C)C)(C)C